OC1(CC1)C1=CC=CC(=N1)N1N(C(C=2C1=NC(=NC2)NC2=CC(=C(C=C2)OC2CCN(CC2)C)C)=O)C(C)C 1-(6-(1-hydroxycyclopropyl)pyridin-2-yl)-2-isopropyl-6-((3-Methyl-4-((1-methylpiperidin-4-yl)oxy)phenyl)amino)-1,2-dihydro-3H-pyrazolo[3,4-d]pyrimidine-3-one